N1N=C(C=C1)NC(OC(C)(C)C)=O tert-butyl N-(1H-pyrazol-3-yl)carbamate